C(C)(C)C1CCN(CC1)C=1C=NC(=NC1)NC1CCC(CC1)NC(OC(C)(C)C)=O tert-butyl (4-((5-(4-isopropylpiperidin-1-yl)pyrimidin-2-yl)amino)cyclohexyl)carbamate